CCOC(=O)[C@@H](C)O ethyl (R)-(+)-lactate